[O-2].[Fe+2].[Cr+3] chromium-iron oxide